FC1=C2C(=CNC2=CC=C1)C([2H])([2H])[C@H]1N(CCC1)C([2H])([2H])[2H] (S)-4-fluoro-3-((1-(methyl-d3)pyrrolidin-2-yl)methyl-d2)-1H-indole